OC1CC(C(CC1)C1=CC(=CC=C1)CN1[C@H](CCC1)C(=O)N[C@@H](C)C1=CC=C(C(=O)O)C=C1)C 4-((1S)-1-((2R)-1-((4'-hydroxy-2'-methyl-1',2',3',4',5',6'-hexahydro-[1,1'-biphenyl]-3-yl)methyl)pyrrolidin-2-amidyl)ethyl)benzoic acid